2,2'-azobis(2-cyanovaleric acid) N(=NC(C(=O)O)(CCC)C#N)C(C(=O)O)(CCC)C#N